(R)-3-(3-(3-methylmorpholino)-5-(4,4,5,5-tetramethyl-1,3,2-dioxaborolan-2-yl)phenyl)oxetan-3-ol C[C@@H]1COCCN1C=1C=C(C=C(C1)B1OC(C(O1)(C)C)(C)C)C1(COC1)O